Cl.N1C[C@@H](CC1)CN1CCC2(CC1)CCC(CC2)NC(OCC2=CC=CC=C2)=O (R)-benzyl (3-(pyrrolidin-3-ylmethyl)-3-azaspiro[5.5]undec-9-yl)carbamate hydrochloride